5-(Azetidin-3-yl)-N-(cyclopropylmethyl)-N-phenyl-pyridin-2-amine N1CC(C1)C=1C=CC(=NC1)N(C1=CC=CC=C1)CC1CC1